OC=1C=C2C=C(NC2=CC1)CNC(OC(C)(C)C)=O tert-butyl ((5-hydroxy-1H-indol-2-yl)methyl)carbamate